((3R,5R)-3-amino-5-fluoropiperidin-1-yl)(2-(1-(cyclopropylmethyl)-1H-pyrrolo[2,3-b]pyridin-2-yl)-3-methylbenzofuran-6-yl)methanone N[C@H]1CN(C[C@@H](C1)F)C(=O)C1=CC2=C(C(=C(O2)C2=CC=3C(=NC=CC3)N2CC2CC2)C)C=C1